C(C)OC(C[C@H](NC([C@@H](CC=C)O)=O)C=1C=C(C=CC1F)C1=C(C=CC=C1OCCCC=C)C)=O.ClC1=NC=CC(=N1)C(=O)N1CCOCC1 (2-chloropyrimidin-4-yl)(morpholino)methanone Ethyl-(S)-3-(4-fluoro-2'-methyl-6'-(pent-4-en-1-yloxy)-[1,1'-biphenyl]-3-yl)-3-((R)-2-hydroxypent-4-enamido)propanoate